3-(ethylsulfonyl)-aniline C(C)S(=O)(=O)C=1C=C(N)C=CC1